2-(3-(3-((4-methyl-4H-1,2,4-triazol-3-yl)methyl)oxetan-3-yl)phenyl)-6-(4,7-diazaspiro[2.5]-octan-7-yl)-4-(trifluoromethyl)isoindolin-1-one CN1C(=NN=C1)CC1(COC1)C=1C=C(C=CC1)N1C(C2=CC(=CC(=C2C1)C(F)(F)F)N1CCNC2(CC2)C1)=O